(3Z)-4-{[dioctyl({[(2Z)-4-oxopent-2-en-2-yl]oxy})stannyl]oxy}pent-3-en-2-one C(CCCCCCC)[Sn](O\C(=C/C(C)=O)\C)(O\C(\C)=C/C(C)=O)CCCCCCCC